CS(=O)(=O)C=1C=NC(=NC1)N1C[C@H](N([C@H](C1)C)C(=O)OC1CC2(CN(C2)CC2=C(C=CC=C2)OC)C1)C 2-[(2-methoxyphenyl) methyl]-2-azaspiro[3.3]heptan-6-yl (2R,6S)-4-(5-methanesulfonylpyrimidin-2-yl)-2,6-dimethyl-piperazine-1-carboxylate